1-(4-(8-ethoxy-3,4-dihydrobenzofuro[2,3-c]pyridin-2(1H)-yl)butyl)-4,4-dimethylpiperidine-2,6-dione C(C)OC1=CC=CC2=C1OC=1CN(CCC12)CCCCN1C(CC(CC1=O)(C)C)=O